C1(=CC=CC=C1)C1=NOC(=N1)C=1C(=NC=C(C1)C=1C=NN(C1)C1CCNCC1)N 3-(3-phenyl-1,2,4-oxadiazol-5-yl)-5-(1-(piperidin-4-yl)-1H-pyrazol-4-yl)pyridin-2-amine